4-(1-(Cyclohexylmethyl)-4-(4-fluorophenyl)-1H-imidazol-5-yl)-N-(oxetan-3-yl)pyrimidin-2-amine C1(CCCCC1)CN1C=NC(=C1C1=NC(=NC=C1)NC1COC1)C1=CC=C(C=C1)F